C(C)(C)(C)OC(CCCCC(=O)[O-])=O.[Cs+] cesium 6-(tert-butoxy)-6-oxohexanoate